C1(CC1)C1=CC=C(C2=CC=CC=C12)N1C=NC=C1 1-(4-cyclopropyl-naphthalene-1-yl)-1H-imidazole